NC1=C2N=CN(C2=NC(=N1)OC(CO)C)CC=1C=C(CP(OC)(O)=O)C=CC1 methyl hydrogen (3-((6-amino-2-((1-hydroxypropane-2-yl)oxy)-9H-purin-9-yl)methyl)benzyl)phosphonate